ClC1=CC(=CC(=C1N)C(F)(F)F)Br 6-chloro-4-bromo-2-trifluoromethyl-aniline